ClC1=C(C=CC=C1Cl)C=1C=CC2=C(N=C(O2)N)C1 5-(2,3-dichlorophenyl)-2-aminobenzoxazole